OCCNC(C)CC1=CC2=C(C=C1)OCO2 N-(2-hydroxyethyl)-3,4-methylenedioxy-amphetamine